O1C(=CC=C1)C1=CN(CC2=CC=CC=C12)C 4-(furan-2-yl)-2-methylisoquinolin